(S)-Methyl 3-nitro-4-(1-(2,2,2-trifluoro-N-methylacetamido)ethyl)benzoate [N+](=O)([O-])C=1C=C(C(=O)OC)C=CC1[C@H](C)N(C(C(F)(F)F)=O)C